5-amino-3-fluoro-5',6'-dihydro-[2,4'-bipyridine]-1'(2'H)-carboxylic acid tert-butyl ester C(C)(C)(C)OC(=O)N1CC=C(CC1)C1=NC=C(C=C1F)N